2-(((tert-butyldimethylsilyl)oxy)methyl)-5-(tributylstannyl)-4-(trifluoromethyl)thiazole [Si](C)(C)(C(C)(C)C)OCC=1SC(=C(N1)C(F)(F)F)[Sn](CCCC)(CCCC)CCCC